(E)-ethyl 4-oxo-4-((4-phenylthiophen-2-yl)amino)but-2-enoate O=C(/C=C/C(=O)OCC)NC=1SC=C(C1)C1=CC=CC=C1